CC1(CC2(CNC2)C1)O 6-methyl-2-azaspiro[3.3]heptane-6-ol